C(C)(C)OC(=O)C1=C(SC2=C1C=CC(=C2Cl)O)N(CC2=CC=CC=C2)C(C)=O 2-[acetyl-(benzyl)amino]-7-chloro-6-hydroxy-1-benzothiophene-3-carboxylic acid isopropyl ester